3-(Trifluoromethyl)phenylboronic acid pinacol ester FC(C=1C=C(C=CC1)B1OC(C)(C)C(C)(C)O1)(F)F